(2S,3R,5R)-3-((E)-(2-(2-(3,4-dihydroxybenzoylamino)-3-phenylpropionyl)hydrazono)methyl)-3-methyl-7-oxo-4-thia-1-azabicyclo[3.2.0]heptane-2-carboxylic acid 4,4-dioxide OC=1C=C(C(=O)NC(C(=O)N\N=C\[C@]2([C@@H](N3C(C[C@H]3S2(=O)=O)=O)C(=O)O)C)CC2=CC=CC=C2)C=CC1O